C(CC(C)CCCC(C)CCCC(C)CCCC(C)C)(=O)OC[C@@H](OC(CC(C)CCCC(C)CCCC(C)CCCC(C)C)=O)COP(=O)([O-])OCC[N+](C)(C)C 1,2-Diphytanoyl-sn-Glycero-3-Phosphocholine